C(#N)C1=C(N(N=C1N(C)C)C1=NC=C(C=C1)C#N)C(C)C1=C(C(=O)NC)C=C(C=C1C(F)(F)F)C(F)(F)F [1-[4-cyano-2-(5-cyano-2-pyridinyl)-5-(dimethylamino)pyrazol-3-yl]ethyl]-N-methyl-3,5-bis(trifluoromethyl)benzamide